ClC1=C(C=CC(=C1)CN[C@H]1CN(CC1)S(=O)(=O)C)N1N=CC(=C1)C1=NC(=NC=C1C#N)NC1CCN(CC1)S(=O)(=O)C |r| (±)-4-(1-(2-Chloro-4-(((1-(methylsulfonyl)pyrrolidin-3-yl)amino)methyl)phenyl)-1H-pyrazol-4-yl)-2-((1-(methylsulfonyl)piperidin-4-yl)amino)pyrimidine-5-carbonitrile